spiro[benzo[b][1,4]oxazine-2,3'-furan]-6-carboxylate O1CC2(C=C1)C=NC1=C(O2)C=CC(=C1)C(=O)[O-]